europium strontium manganese [Mn].[Sr].[Eu]